BrC1=CC=C(C=C1)NN 4-bromophenyl-hydrazine